B(O)(O)C1=CC=C(C[C@H](N)C(=O)O)C=C1 para-boronophenylalanine